O=C(CCCCCCCN(CCN1CCN(CC1)CCN(CCCCCCCC(=O)OC(CCCCCCCC)CCCCC)CCCCCC(OCCCCCCCCCCC)=O)CCCCCC(OCCCCCCCCCCC)=O)OCCCC(CCCCC)CCCCC pentylnonyl 8-[2-[4-[2-[[8-oxo-8-(4-pentylnonoxy)octyl]-(6-oxo-6-undecoxy-hexyl)amino]ethyl]piperazin-1-yl]ethyl-(6-oxo-6-undecoxy-hexyl)amino]octanoate